C1N(CCC2=CC=CC=C12)C[C@H](CN1C(C2=CC=C(C=C2CC1)C#CCN(C)C)=O)O 2-[(2R)-3-(3,4-Dihydro-1H-isochinolin-2-yl)-2-hydroxypropyl]-6-[3-(dimethylamino)prop-1-ynyl]-3,4-dihydroisochinolin-1-on